C(CC)(=O)C1=C(C#N)C=CC=C1 propionylbenzonitrile